2-(5-(7-Ethyl-7H-imidazo[4,5-c]pyridazin-4-yl)-2-fluorophenoxy)pyridin-3-amine C(C)N1C=NC2=C1N=NC=C2C=2C=CC(=C(OC1=NC=CC=C1N)C2)F